COC1=NC=C(C=C1S(=O)(=O)N1CCC2(CC(C2)N2CC3(COC3)C2)CC1)C 6-(7-((2-methoxy-5-methylpyridin-3-yl)sulfonyl)-7-azaspiro[3.5]nonan-2-yl)-2-oxa-6-azaspiro[3.3]heptane